2-(4-Aminopiperidin-4-yl)acetic acid ethyl ester C(C)OC(CC1(CCNCC1)N)=O